C[SiH](C)[Hf](C1C=CC2=CC=CC=C12)C1C=CC2=CC=CC=C12 rac-dimethylsilyl-bis(indenyl)hafnium